Deoxyglycerol CC(O)CO